NC1=C(N=CC(=N1)N1CCC2(CC1)[C@@H](C=1C(=C3C=CC=CC3=CC1)C2)N)SC2=C(C(=NC=C2)N)Cl (S)-1'-(6-amino-5-((2-amino-3-chloropyridin-4-yl)thio)pyrazin-2-yl)-1,3-dihydrospiro[cyclopenta[a]naphthalene-2,4'-piperidin]-3-amine